4-((4-phenoxyphenyl)amino)-6-(piperidin-4-yl)isoindolin-1-one O(C1=CC=CC=C1)C1=CC=C(C=C1)NC1=C2CNC(C2=CC(=C1)C1CCNCC1)=O